C(CCCCCCCCCCCCC)NC(N[C@H](CC(=O)[O-])C[N+](C)(C)C)=O (R)-3-(3-tetradecylureido)-4-(trimethylammonio)-butanoate